1,2-Dimethyl-3-(4-methylbenzyl)imidazolium chloride [Cl-].CN1C(=[N+](C=C1)CC1=CC=C(C=C1)C)C